N-acetyl-histidinamide C(C)(=O)NC([C@@H](N)CC1=CNC=N1)=O